N-[4-(4-Fluoro-1,3-benzoxazol-2-yl)phenyl]-2-hydroxypropanamid FC1=CC=CC2=C1N=C(O2)C2=CC=C(C=C2)NC(C(C)O)=O